6,8-diaminocoumarin NC=1C=C2C=CC(OC2=C(C1)N)=O